O1CCC(CC1)CC1=C(C(=O)N)C=CC=C1 ((tetrahydro-2H-pyran-4-yl)methyl)benzamide